3-(difluoromethoxy)-4-keto-5-methyl-6,7-dihydropyrazolo[4,3-c]pyridine-1-carboxylic acid tert-butyl ester C(C)(C)(C)OC(=O)N1N=C(C=2C(N(CCC21)C)=O)OC(F)F